thiazolone S1(C=NC=C1)=O